1-(3-chloro-2-fluoropyridin-4-yl)pent-4-en-1-amine ClC=1C(=NC=CC1C(CCC=C)N)F